C(C)O[Si](CCCN(CC)CCC[Si](OCC)(OCC)OCC)(OCC)OCC bis[3-(triethoxysilyl)propyl]ethylamine